z-dihydroxycholest-5-en-26-oic acid OCC(C(=O)O)(CCC[C@@H](C)[C@H]1CC[C@H]2[C@@H]3CC=C4CCCC[C@]4(C)[C@H]3CC[C@]12C)O